1-benzyl-7-bromo-3,4-dihydro-2H-1,5-naphthyridine C(C1=CC=CC=C1)N1CCCC2=NC=C(C=C12)Br